ethyl 4-((5-((7-(benzo[d]oxazol-5-yl)quinazolin-2-yl)amino)-2-methylphenyl)carbamoyl)benzoate O1C=NC2=C1C=CC(=C2)C2=CC=C1C=NC(=NC1=C2)NC=2C=CC(=C(C2)NC(=O)C2=CC=C(C(=O)OCC)C=C2)C